4-bromo-α-methylbenzylammonium BrC1=CC=C(C(C)[NH3+])C=C1